O[C@@H](CC(=O)[O-])C |o1:1| R or S-beta-hydroxybutyrate